ClC1=CC(=CN=N1)NC(CC1=C(C=CC=C1Cl)Cl)=O N-(6-chloropyridazin-4-yl)-2-(2,6-dichlorophenyl)acetamide